O=C(C=CC1=CC=C(OCCCCCCOC2=CC=C(C(C(=O)O)=C2)C(=O)O)C=C1)C1=CC=CC=C1 5-[6-[4-(3-oxo-3-phenylprop-1-enyl)phenoxy]hexoxy]phthalic acid